C(O)C(N)(CO)CO trimethylol-methylamine